tert-butyl [6-cyclopropyl-1-(3-methoxypropyl)-1H-pyrazolo[3,4-b]pyrazin-3-yl]carbamate C1(CC1)C1=CN=C2C(=N1)N(N=C2NC(OC(C)(C)C)=O)CCCOC